OC12CC3(CC(CC(C1)C3)C2)CN2C(C(=CC=C2)NC([C@H](CCC(C(=O)NC)=O)NC(=O)C=2OC3=C(C2C)C=CC=C3)=O)=O (2S)-N1-(1-((3-Hydroxy-1-adamantyl)methyl)-2-oxo-1,2-dihydropyridin-3-yl)-N6-methyl-2-(3-methylbenzofuran-2-carboxamido)-5-oxohexandiamid